5-Methyl-7-(3-(2-(1-(phenylsulfonyl)-1H-pyrrolo[2,3-b]pyridin-3-yl)thiazol-4-yl)phenyl)-7-((trimethylsilyl)oxy)-6,7-dihydro-5H-cyclopenta[b]pyridin-5-ol CC1(CC(C2=NC=CC=C21)(O[Si](C)(C)C)C2=CC(=CC=C2)C=2N=C(SC2)C2=CN(C1=NC=CC=C12)S(=O)(=O)C1=CC=CC=C1)O